1-[2-(aminomethyl)phenyl]ethanol NCC1=C(C=CC=C1)C(C)O